NC1=NC=C(C=C1OC1C2C3=C(C1CC2)C=C(C=C3)OC=3C(=NC=C(C3)C(F)(F)F)N)C(F)(F)F 3,6-bis(2-amino-5-trifluoromethyl-3-pyridyloxy)benzonorbornene